[Si](C)(C)(C(C)(C)C)OC=1C=C2C(=NN(C2=CC1)C1OCCCC1)C=1C=NN(C1)C[C@H](OCCOCCCS(=O)(=O)[O-])C 2-[2-[(1R)-2-[4-[5-[tert-butyl(dimethyl)silyl]oxy-1-tetrahydropyran-2-yl-indazol-3-yl]pyrazol-1-yl]-1-methyl-ethoxy]ethoxy]ethylmethanesulfonate